NC=1C=C(CN2N=CC3=C(C2=O)N(C2=C3CCN(C2)S(=O)(=O)C2CC2)C)C=CC1 3-(3-aminobenzyl)-7-(cyclopropylsulfonyl)-5-methyl-3,5,6,7,8,9-hexahydro-4H-pyrido[4',3':4,5]pyrrolo[2,3-d]pyridazin-4-one